NC1=NNC2=CC=CC=C12 3-aminoazaindole